OC[C@@H](C)NC1=NC(=CC(=C1)C=1C=C(C=CC1C)NC(=O)N1C[C@@H](CC1)CC(F)(F)F)C12COCC2C1 (3S)-N-[3-(2-[[(2R)-1-hydroxypropan-2-yl]amino]-6-[3-oxabicyclo[3.1.0]hex-1-yl]pyridin-4-yl)-4-methylphenyl]-3-(2,2,2-trifluoroethyl)pyrrolidine-1-carboxamide